ClC1=C(C=C(C=C1)F)[C@H](C)N (S)-1-(2-chloro-5-fluorophenyl)ethan-1-amine